CC(C)(C)N 2-methyl-2-propanamine